O=CC(C)NC([O-])=O 3-oxopropan-2-ylcarbamate